diphenylsilyl-(tetramethylcyclopentadiene) C1(=CC=CC=C1)[SiH](C1=CC=CC=C1)C1C(=C(C(=C1C)C)C)C